Cl.FC(OC=1C=C(C=CC1)[C@H](CC(F)F)N)F (1S)-1-[3-(difluoromethoxy)phenyl]-3,3-difluoro-propan-1-amine hydrochloride